6-fluoro-1-(2-fluoro-4-hydroxy-phenyl)-7-(5-methoxyisoindolin-2-yl)-4-oxo-1,4-dihydroquinoline-3-carboxylic acid FC=1C=C2C(C(=CN(C2=CC1N1CC2=CC=C(C=C2C1)OC)C1=C(C=C(C=C1)O)F)C(=O)O)=O